FC1(CCC(CC1)[C@@H](C=1N=C2N(N=CC(=C2)[C@@H](COC)N2C(N[C@@H](C2)C(F)F)=O)C1)NC(OC(C)(C)C)=O)F tert-Butyl ((S)-(4,4-difluorocyclohexyl)(7-((S)-1-((S)-4-(difluoromethyl)-2-oxoimidazolidin-1-yl)-2-methoxyethyl)imidazo[1,2-b]pyridazin-2-yl)methyl)carbamate